BrC=1N=C(SC1)OCC1=CC=C(C=C1)OC 4-bromo-2-((4-methoxybenzyl)oxy)thiazole